2,4-bis((2-methoxyphenyl)amino)pyrimidine-5-carbonyl chloride COC1=C(C=CC=C1)NC1=NC=C(C(=N1)NC1=C(C=CC=C1)OC)C(=O)Cl